2-(2-methylthio-5-bromopyrimidine-4-yl)-N-(2,6-dichlorophenyl)-4,5-dihydro-1H-imidazole-1-amine CSC1=NC=C(C(=N1)C=1N(CCN1)NC1=C(C=CC=C1Cl)Cl)Br